C(C)(C)(C)OC(N(C1=C(C=C(C(=C1)[N+](=O)[O-])F)F)C(=O)OC(C)(C)C)=O (tert-butoxycarbonyl)(2,4-difluoro-5-nitrophenyl)carbamic acid tert-butyl ester